4-[1,3-Dioxo-5-(1H-[1,2,3]triazol-4-yl)-1,3-dihydroisoindol-2-yl]biphenyl-3-carboxylic acid 2-pyrrolidin-1-yl-ethyl ester N1(CCCC1)CCOC(=O)C=1C=C(C=CC1N1C(C2=CC=C(C=C2C1=O)C=1N=NNC1)=O)C1=CC=CC=C1